chloro-N-cyclopropyl-[2,4'-bipyridine]-2'-carboxamide ClC=1C(=NC=CC1)C1=CC(=NC=C1)C(=O)NC1CC1